4-[4-[5-[4-[(3S)-1-(3-fluoropropyl)pyrrolidin-3-yl]oxyphenyl]-2-hydroxy-8,9-dihydro-7H-benzo[7]annulen-6-yl]phenyl]-1H-1,2,4-triazol-5-one FCCCN1C[C@H](CC1)OC1=CC=C(C=C1)C1=C(CCCC2=C1C=CC(=C2)O)C2=CC=C(C=C2)N2C=NNC2=O